FC=1C(=C(C(=O)O)C=CC1F)NC1=C(C=C(C=C1)I)F 3,4-difluoro-2-((2-fluoro-4-iodophenyl)amino)benzoic acid